2-((1-(3-Fluorobenzyl)-4-methyl-1H-pyrazol-5-yl)amino)-N-(3-hydroxy-2,6-dimethylphenyl)thiazole-5-carboxamide FC=1C=C(CN2N=CC(=C2NC=2SC(=CN2)C(=O)NC2=C(C(=CC=C2C)O)C)C)C=CC1